C(C1=CC=CC=C1)N(C(=O)C=1N=C(SC1)C#C)CCO N-Benzyl-2-ethynyl-N-(2-hydroxyethyl)thiazole-4-carboxamide